1-((1-propenoylazetidin-3-yl)methyl)-7-chloro-4-(2-isopropyl-6-methylphenyl)-6-(2-methoxy-5-(trifluoromethyl)phenyl)-1,4-dihydroquinoxaline-2,3-dione C(C=C)(=O)N1CC(C1)CN1C(C(N(C2=CC(=C(C=C12)Cl)C1=C(C=CC(=C1)C(F)(F)F)OC)C1=C(C=CC=C1C)C(C)C)=O)=O